(4-(2-chloro-4-fluorophenoxy)-3-(1-methyl-7-oxo-6,7-dihydro-1H-pyrrolo[2,3-c]pyridin-3-yl)phenyl)pyrrolidine-2,5-dione ClC1=C(OC2=C(C=C(C=C2)N2C(CCC2=O)=O)C2=CN(C=3C(NC=CC32)=O)C)C=CC(=C1)F